N-[5-(diethylamino)benzothiazol-2-yl]-2-[4-(ethylsulfonyl)phenyl]acetamide C(C)N(C=1C=CC2=C(N=C(S2)NC(CC2=CC=C(C=C2)S(=O)(=O)CC)=O)C1)CC